6-(5,6-dichloro-4-fluoropyridin-2-yl)-N2,N4-bis((R)-1,1,1-trifluoroprop-2-yl)-1,3,5-triazine-2,4-diamine ClC=1C(=CC(=NC1Cl)C1=NC(=NC(=N1)N[C@@H](C(F)(F)F)C)N[C@@H](C(F)(F)F)C)F